C(C)C1(COCOC1)CO 5-ethyl-1,3-dioxane-5-methanol